F[P-](F)(F)(F)(F)F.C(C(C)C)C=1NC=C[N+]1C i-butyl-3-methylimidazolium hexafluorophosphate